5-cyclopropyl-3-(2-trifluoromethylphenyl)isoxazole C1(CC1)C1=CC(=NO1)C1=C(C=CC=C1)C(F)(F)F